2-(((2S,3S)-1-((1,1-bis(4-chlorophenyl)prop-1-en-2-yl)amino)-3-methyl-1-oxopentan-2-yl)carbamoyl)-4-methoxypyridin-3-yl acetate C(C)(=O)OC=1C(=NC=CC1OC)C(N[C@H](C(=O)NC(=C(C1=CC=C(C=C1)Cl)C1=CC=C(C=C1)Cl)C)[C@H](CC)C)=O